1,3-bis(4,4,5,5-tetramethyl-1,3,2-dioxaborolan-2-yl)benzene CC1(OB(OC1(C)C)C1=CC(=CC=C1)B1OC(C(O1)(C)C)(C)C)C